Methyl-propyl-pyrrolidine CC1N(CCC1)CCC